3,6-bis(azido)-1,2,4,5-tetrazine N(=[N+]=[N-])C=1N=NC(=NN1)N=[N+]=[N-]